N-(4-(4-amino-5-(4-(4,5-dimethyloxazol-2-yl)phenyl)-7-methyl-7H-pyrrolo[2,3-d]pyrimidin-6-yl)phenyl)methacrylamide NC=1C2=C(N=CN1)N(C(=C2C2=CC=C(C=C2)C=2OC(=C(N2)C)C)C2=CC=C(C=C2)NC(C(=C)C)=O)C